6-(4-chlorophenyl)pyridine ClC1=CC=C(C=C1)C1=CC=CC=N1